FC1=C(C#N)C(=CC=C1)NC1=C(NC2=C1C(NCC2)=O)C2=C(C=NC=C2)OCC(C)(C)OC 2-fluoro-6-({2-[3-(2-methoxy-2-methylpropoxy)pyridin-4-yl]-4-oxo-4,5,6,7-tetrahydro-1H-pyrrolo[3,2-c]pyridin-3-yl}amino)benzonitrile